NCC(=O)[O-].[NH4+] ammonium glycine salt